C1(CC1)C1=NN=C(O1)C=1N=CSC1 4-(5-Cyclopropyl-1,3,4-oxadiazol-2-yl)-1,3-thiazol